FC(C1(CC1)NC(O[C@H]1C[C@H](CC1)C1=NN(C(=C1)NC=1N=NC=CC1)C(C)(C)C)=O)(F)F (1R,3S)-3-(1-(tert-butyl)-5-(pyridazin-3-ylamino)-1H-pyrazol-3-yl)cyclopentyl (1-(trifluoromethyl)cyclopropyl)carbamate